N-(5-(4,4-difluoropiperidin-1-yl)-2-(trifluoromethyl)imidazo[1,2-c]pyrimidin-7-yl)-4-(methylsulfonyl)-2-(6-azaspiro[2.5]octan-6-yl)benzamide FC1(CCN(CC1)C1=NC(=CC=2N1C=C(N2)C(F)(F)F)NC(C2=C(C=C(C=C2)S(=O)(=O)C)N2CCC1(CC1)CC2)=O)F